(rac)-trans-Ethyl 3-(4-(5-(((isopentyl(methyl)carbamoyl)oxy)methyl)-1-methyl-1H-1,2,3-triazol-4-yl)phenoxy)cyclohexanecarboxylate C(CC(C)C)N(C(=O)OCC1=C(N=NN1C)C1=CC=C(O[C@@H]2C[C@H](CCC2)C(=O)OCC)C=C1)C |r|